N1(CCNCCC1)C(=O)C1CCN(CC1)C(=O)C1=C(C=C(C=C1)NC=1C=2N(C=CN1)C(=CN2)C2=CC=C(C=C2)OC(F)F)C [4-(1,4-diazepane-1-carbonyl)piperidin-1-yl]-[4-[[3-[4-(difluoromethoxy)phenyl]imidazo[1,2-a]pyrazin-8-yl]amino]-2-methylphenyl]methanone